(S)-2-(3-fluoro-1,1-diphenylpropan-2-yl)-5-hydroxy-N-(isoxazol-4-yl)-1-methyl-6-oxo-1,6-dihydropyrimidine-4-carboxamide FC[C@@H](C(C1=CC=CC=C1)C1=CC=CC=C1)C=1N(C(C(=C(N1)C(=O)NC=1C=NOC1)O)=O)C